2-(2-(4-aminophenyl)-2-propyl)benzene NC1=CC=C(C=C1)C(C)(C)C1=CC=CC=C1